C1(CCC1)C1=C(C=C(C=C1)C1CN(C1)C(=O)OC(C)(C)C)F tert-Butyl 3-(4-cyclobutyl-3-fluoro-phenyl)azetidine-1-carboxylate